calcium-magnesium phosphite P([O-])([O-])[O-].[Mg+2].[Ca+2]